2-chloro-4-methoxybenzenesulfonyl chloride ClC1=C(C=CC(=C1)OC)S(=O)(=O)Cl